antimony catecholate C=1([O-])C([O-])=CC=CC1.[Sb+3].C=1([O-])C([O-])=CC=CC1.C=1([O-])C([O-])=CC=CC1.[Sb+3]